tert-butyl 4-(4-(2-(4-((2-(2-oxa-6-azaspiro[3.3]heptan-6-yl)pyrimidin-4-yl)methoxy)phenyl)propan-2-yl)phenoxy)piperidin-1-carboxylate C1OCC12CN(C2)C2=NC=CC(=N2)COC2=CC=C(C=C2)C(C)(C)C2=CC=C(OC1CCN(CC1)C(=O)OC(C)(C)C)C=C2